C1=CC=CC=2C3=CC=CC=C3C(C12)COC(=O)N[C@@H](C(C)C)C(=O)O N-[(9H-Fluoren-9-ylmethoxy)carbonyl]-L-valine